4-isopropyl-5-(8-methyl-[1,2,4]triazolo[1,5-a]pyridin-6-yl)-N-((1r,4r)-4-((tetrahydro-2H-pyran-4-yl)amino)cyclohexyl)-1H-pyrazole-3-carboxamide C(C)(C)C=1C(=NNC1C=1C=C(C=2N(C1)N=CN2)C)C(=O)NC2CCC(CC2)NC2CCOCC2